ClC1=CC=C2C(=NC(N(C2=C1)C1=CNC(C=C1)=O)=O)NC 7-chloro-4-(methylamino)-1-(6-oxo-1,6-dihydropyridin-3-yl)quinazolin-2(1H)-one